CNCCOCCOCCOCCNC(OC(C)(C)C)=O tert-butyl N-(5,8,11-trioxa-2-azatridecan-13-yl)carbamate